2-((3-(3-bromo-8,9-dihydropyrido[3',2':4,5]pyrrolo[1,2-a]pyrazin-7(6H)-yl)-3-oxopropoxy)methyl)azetidin BrC1=CC=2C=C3N(CCN(C3)C(CCOCC3NCC3)=O)C2N=C1